4-(1-propenoyl-1,2,3,6-tetrahydropyridin-4-yl)-6-(1-methyl-1H-pyrazol-4-yl)pyrazolo[1,5-a]pyridine-3-carbonitrile C(C=C)(=O)N1CCC(=CC1)C=1C=2N(C=C(C1)C=1C=NN(C1)C)N=CC2C#N